C([C@@H]1[C@H]([C@@H]([C@@H]([C@H](O1)OC[C@H]([C@H]([C@@H]([C@@H](CO)O)O)O)O)O)O)O)O The molecule is an glycosyl alditol consisting of alpha-D-mannopyranose and D-mannitol residues joined in sequence by a (1->1) glycosidic bond. It derives from a D-mannitol and an alpha-D-mannose.